OC1CC(C2C(C12)C(=O)O)C(=O)O 4-hydroxy-bicyclo[3.1.0]hexane-2,6-dicarboxylic acid